(6-(((tert-butyldimethylsilyl)oxy)methyl)pyridin-2-yl)methanol [Si](C)(C)(C(C)(C)C)OCC1=CC=CC(=N1)CO